C1(CC1)[C@@H](C=1C=CC2=C(N=C(O2)[C@@H](NC(=O)C=2C(=NOC2)C)C2CCC(CC2)(F)F)C1F)N1C(N[C@@H](C1)C(F)(F)F)=O N-((S)-(5-((S)-cyclopropyl((S)-2-oxo-4-(trifluoromethyl)imidazolidin-1-yl)methyl)-4-fluorobenzo[d]oxazol-2-yl)(4,4-difluorocyclohexyl)methyl)-3-methylisoxazole-4-carboxamide